(R)-N-(3-(cyclopentylsulfonyl)phenyl)-6-((1-hydroxypropan-2-yl)amino)-2-(6-azaspiro[2.5]oct-6-yl)nicotinamide C1(CCCC1)S(=O)(=O)C=1C=C(C=CC1)NC(C1=C(N=C(C=C1)N[C@@H](CO)C)N1CCC2(CC2)CC1)=O